1-(4-benzyl-3,5-dioxo-2-phenyl-2,3,4,5-tetrahydro-1,2,4-triazine-6-carbonyl)piperidine-3-carboxylic acid ethyl ester C(C)OC(=O)C1CN(CCC1)C(=O)C=1C(N(C(N(N1)C1=CC=CC=C1)=O)CC1=CC=CC=C1)=O